(1R,2S,5S)-6,6-dimethyl-3-L-valyl-3-azabicyclo[3.1.0]hexane-2-carboxylic acid, hydrochloride salt Cl.CC1([C@H]2CN([C@@H]([C@@H]12)C(=O)O)C([C@@H](N)C(C)C)=O)C